C(C1=CC=CC=C1)N1C(C(=CC(=C1)C(=O)NC1CCC1)C(=O)NC1CC1)=O 1-benzyl-N5-cyclobutyl-N3-cyclopropyl-2-oxo-1,2-dihydropyridine-3,5-dicarboxamide